BrC1=CC=CC(=N1)OCC1=C(C=C(C#N)C=C1)F 4-{[(6-bromopyridin-2-yl)oxy]Methyl}-3-fluorobenzonitrile